5-(2,4-dioxo-1,2,3,4-tetrahydro-pyrimidin-5-yl)-6-methyl-2-oxo-1-(3-trifluoromethyl-phenyl)-1,2-dihydro-pyridine-3-carboxylic acid 4-methanesulfonyl-benzylamide CS(=O)(=O)C1=CC=C(CNC(=O)C=2C(N(C(=C(C2)C=2C(NC(NC2)=O)=O)C)C2=CC(=CC=C2)C(F)(F)F)=O)C=C1